COC1=CC=C(C=C1)C(OC[C@]12O[C@H]([C@H](N(C1)C1=NC=CN=C1)[C@@H]2O)N2C(N=C(C(=C2)C)NC(C2=CC=CC=C2)=O)=O)(C2=CC=CC=C2)C2=CC=C(C=C2)OC N-[1-[(1R,3R,4R,7S)-1-[[bis(4-methoxyphenyl)-phenyl-methoxy]methyl]-7-hydroxy-5-pyrazin-2-yl-2-oxa-5-azabicyclo[2.2.1]heptan-3-yl]-5-methyl-2-oxo-pyrimidin-4-yl]benzamide